α-octithiophene C1=CSC(=C1)C2=CC=C(S2)C3=CC=C(S3)C4=CC=C(S4)C5=CC=C(S5)C6=CC=C(S6)C7=CC=C(S7)C8=CC=CS8